BrC1=CN(C=2N=C(N=C(C21)Cl)Cl)S(=O)(=O)C2=CC=C(C=C2)C 5-bromo-2,4-dichloro-7-(4-methylphenyl)sulfonylpyrrolo[2,3-d]pyrimidine